C(CCCCC)C=1SC=CC1B(O)O 2-HEXYLTHIOPHENE-3-BORONIC ACID